benzyl 8-(5-(1-phenoxycyclopropane-1-carbonyl)-4,5,6,7-tetrahydrothiazolo[5,4-c]pyridin-2-yl)-3,8-diazabicyclo[3.2.1]octane-3-carboxylate O(C1=CC=CC=C1)C1(CC1)C(=O)N1CC2=C(CC1)N=C(S2)N2C1CN(CC2CC1)C(=O)OCC1=CC=CC=C1